FC=1C=C(C=CC1)[C@H](CNC(C)(C)[C@@H]1C[C@@H](CCC1)OC)O (R)-1-(3-Fluorophenyl)-2-((2-((1S,3R)-3-methoxycyclohexyl)propan-2-yl)amino)-ethan-1-ol